C(C1=CC=CC=C1)OC(=O)N1[C@H](C2=CC=CC(=C2C[C@@H]1CO[Si](C)(C)C(C)(C)C)Br)C (1S,3R)-5-bromo-3-(((tert-butyldimethylsilyl)oxy)methyl)-1-methyl-3,4-dihydroisoquinoline-2(1H)-carboxylic acid benzyl ester